BrCCCOC1=CC=C(C=C1)F 1-(3-bromopropoxy)-4-fluorobenzene